CCC(CC)OOC(CCCCCCCCC(CCCCCCCCC(=O)OOC(CC)CC)NC1CCOCC1)=O 10-((tetrahydro-2H-pyran-4-yl)amino)nonadecanedioic acid bis(3-pentyloxy) ester